FC1=CC=C(OC2=CC=C(C=O)C=C2)C=C1 4-(4-fluorophenoxy)benzaldehyde